FC(S(=O)(=O)O)(F)F trifluoro-methanesulphonic acid